ClC1=C(C(=NC(=C1)C)C#N)C 4-chloro-3,6-dimethylpyridinecarbonitrile